4-vinyl-1-acetonylpyridine phosphate P(=O)(O)(O)O.C(=C)C1=CCN(C=C1)CC(=O)C